FC(C1=NN2C(N=C(C=C2NC[C@@H](C2=CC=C(C=C2)F)N2CC3(C2)[C@H](CC3)O)C(F)(F)F)=C1)(F)F (S)-2-((R)-2-((2,5-bis(trifluoromethyl)pyrazolo[1,5-a]pyrimidin-7-yl)amino)-1-(4-fluorophenyl)ethyl)-2-azaspiro[3.3]heptan-5-ol